2-Chloro-5-(difluoromethyl)nicotinonitrile ClC1=C(C#N)C=C(C=N1)C(F)F